(R)-2-((1s,2s)-2-(3-fluorophenyl)-1-hydroxy-2-phenylethyl)pyrrolidine-1-carboxylic acid tert-butyl ester C(C)(C)(C)OC(=O)N1[C@H](CCC1)[C@H]([C@@H](C1=CC=CC=C1)C1=CC(=CC=C1)F)O